Cl.N[C@H]1C[C@H](CCC1)NC(=O)C1=CN(CCS1)C1=C2C(=NC=C1)NC=C2C |o1:2,4| Rel-N-((1S,3R)-3-aminocyclohexyl)-4-(3-methyl-1H-pyrrolo[2,3-b]pyridin-4-yl)-3,4-dihydro-2H-1,4-thiazine-6-carboxamide hydrochloride